P(OC(C1=CC2=CC(=CC=C2C=C1)Br)(CC)CC)([O-])=O diethyl((7-bromonaphthalen-2-yl) methyl) phosphonate